N-(6-amino-5-methyl-3-pyridyl)-2-[(2R)-2-[3-(dimethylamino)phenyl]-1-piperidyl]-2-oxo-acetamide NC1=C(C=C(C=N1)NC(C(=O)N1[C@H](CCCC1)C1=CC(=CC=C1)N(C)C)=O)C